C(C)(C)(C)OC(NC1=CC(=NC=C1[N+](=O)[O-])NC(CC12CC3CC(CC(C1)C3)C2)=O)=O N-[2-[[2-(1-adamantyl)acetyl]amino]-5-nitro-4-pyridinyl]carbamic acid tert-butyl ester